ClC1=C(C=CC(=C1)F)C1=CNC(C2=CC(=CC=C12)O[C@@H](C(=O)N1CCN(CC1)C)C)=O (R)-4-(2-chloro-4-fluorophenyl)-7-((1-(4-methylpiperazin-1-yl)-1-oxopropan-2-yl)oxy)isoquinolin-1(2H)-one